IC1=CC=C(C=C1)CCCCS(=O)(=O)O 4-iodophenylbutylsulfonic acid